N(C1=NN(C(=N1)N)CCC[Si](OCC)(OCC)OCC)C1=NN(C(=N1)N)CCC[Si](OCC)(OCC)OCC 3,3'-Iminobis{1-[3-(triethoxysilyl)propyl]-5-amino-1,2,4-triazole}